FC1=CC=C(C=C1)S(=O)(=O)NCCCC1=NN=CN1C 4-fluoro-N-[3-(4-methyl-4H-1,2,4-triazol-3-yl)propyl]benzene-1-sulfonamide